Cl.C1S(CC12CCNC2)(=O)=O 2-thia-7-azaspiro[3.4]octane-2,2-dioxide hydrochloride